COC[C@H](NC1=CC=C2C(=CC(OC2=C1)=O)C1=C(C=CC=C1)C)C(=O)N1C[C@H](CCC1)C(=O)OCC Ethyl (S)-1-(O-methyl-N-(2-oxo-4-(o-tolyl)-2H-chromen-7-yl)-seryl)piperidine-3-carboxylate